CC1C(CCC(=C1)C)C1SCC(N1)C(=O)O 2-(2,4-dimethylcyclohex-3-en-1-yl)thiazolidine-4-carboxylic acid